tert-butylperoxy neodecanate C(CCCCCC(C)(C)C)(=O)OOOC(C)(C)C